C1=CC=CC=2C3=CC=CC=C3C(C12)COC(=O)N[C@H](C(=O)OC(C)(C)C)CCC(=O)N(C)C tert-butyl (S)-2-((((9H-fluoren-9-yl)methoxy)carbonyl)amino)-5-(dimethylamino)-5-oxopentanoate